C(C1=CC=CC=C1)C1CCN(CC1)CCNS(=O)(=O)C=1N(C2=CC=CC=C2C1)C(=O)OC(C)(C)C tert-butyl 2-(N-(2-(4-benzylpiperidin-1-yl) ethyl) sulfamoyl)-1H-indole-1-carboxylate